{(2S)-1-[(4-{[2-amino-4-(pentylsulfanyl)-5H-pyrrolo[3,2-d]pyrimidin-5-yl]methyl}-3-methoxyphenyl)methyl]pyrrolidin-2-yl}methanol NC=1N=C(C2=C(N1)C=CN2CC2=C(C=C(C=C2)CN2[C@@H](CCC2)CO)OC)SCCCCC